6-chloro-3-(methylthio)-2-phenyl-3a,8a-dihydrofuro[2,3-b]benzofuran ClC1=CC2=C(C3C(O2)OC(=C3SC)C3=CC=CC=C3)C=C1